(E,E)-8-[4-(3-Fluorophenyl)butadien-1-yl]caffeine FC=1C=C(C=CC1)/C=C/C=C/C1=NC=2N(C(N(C)C(C2N1C)=O)=O)C